O1NCC12CCCC2 oxa-azaspiro[3.4]octane